7-((5-bromo-6-(difluoromethyl)pyridin-2-yl)oxy)-2-azaspiro[3.5]Nonane-2-carboxylic acid tert-butyl ester C(C)(C)(C)OC(=O)N1CC2(C1)CCC(CC2)OC2=NC(=C(C=C2)Br)C(F)F